NC1=C(C(=NC=N1)OC1=CC(=C(C=C1)NC(=O)NC1=CC(=NN1C1=C(C=C(C=C1)OC)F)C(C)(C)C)F)C#N (4-((6-amino-5-cyanopyrimidin-4-yl)oxy)-2-fluorophenyl)-3-(3-(tert-butyl)-1-(2-fluoro-4-methoxyphenyl)-1H-pyrazol-5-yl)urea